CC1=C(C(=CC(=C1)C(F)(F)F)C)NC1=NC=C(C2=C1N=CN2CC(=O)N(C)C)I 2-(4-((2,6-dimethyl-4-(trifluoromethyl)phenyl)amino)-7-iodo-1H-imidazo[4,5-c]pyridin-1-yl)-N,N-dimethylacetamide